(2S)-4-cyclopropyl-4-hydroxyl-2-(4-(Methoxycarbonyl)phenyl)piperidine-1-carboxylic acid benzyl ester C(C1=CC=CC=C1)OC(=O)N1[C@@H](CC(CC1)(O)C1CC1)C1=CC=C(C=C1)C(=O)OC